aminobutyl-phosphoric acid NCCCCOP(O)(O)=O